(Z)-1-(2-fluoro-4-(1-(3-(trifluoromethoxy)phenyl)-1H-1,2,4-triazol-3-yl)phenyl)-3-(3-(2-(1-methoxyethyl)-5-methylphenyl)-4-oxothiazolidin-2-ylidene)urea FC1=C(C=CC(=C1)C1=NN(C=N1)C1=CC(=CC=C1)OC(F)(F)F)NC(=O)\N=C\1/SCC(N1C1=C(C=CC(=C1)C)C(C)OC)=O